1-(2-methoxyethyl)-2-methyl-4-({4-[2-(trimethylsilyl)ethynyl]phenyl}methylidene)-4,5-dihydro-1H-imidazol-5-one COCCN1C(=NC(C1=O)=CC1=CC=C(C=C1)C#C[Si](C)(C)C)C